FC=1C=NC=CC1CN1CC2=C(CC1)NN=C2 3-fluoro-4-((1,4,6,7-tetrahydro-5H-pyrazolo[4,3-c]pyridin-5-yl)methyl)pyridin